C(C)(CC)NC1=NC(=NC=C1Cl)NC1=CC2=C(B(OC2)O)C=C1 5-((4-(sec-butylamino)-5-chloropyrimidin-2-yl)amino)benzo[c][1,2]oxaborole-1(3H)-ol